(1S)-6-chloro-1-{[(3S)-oxan-3-yl]methyl}-2-[3-(trifluoromethyl)-1,2,4-thiadiazol-5-yl]-2,3,4,9-tetrahydro-1H-pyrido[3,4-b]indole ClC=1C=C2C3=C(NC2=CC1)[C@@H](N(CC3)C3=NC(=NS3)C(F)(F)F)C[C@H]3COCCC3